9-chloro-[1,2,4]Triazolo[1,5-a][1,7]Naphthyridine-4-carboxylic acid ethyl ester C(C)OC(=O)C=1C=2N(C3=C(N=CC=C3C1)Cl)N=CN2